ethyl 2-(2-((7-(4-((1,1-dimethylethylsulfinamido)methyl)thiazol-2-yl)benzofuran-5-yl)methoxy)phenyl)acetate CC(C)(S(=O)NCC=1N=C(SC1)C1=CC(=CC=2C=COC21)COC2=C(C=CC=C2)CC(=O)OCC)C